Cl.ClCC1=NC=CC(=C1)OC 2-(chloromethyl)-4-methoxypyridine HCl salt